C1(CCCCC1)CC=1N(C=CN1)CC=1C=C(C=CC1C)C(CC(=O)O)C1=C(C2=C(N(N=N2)C)C=C1)C 3-(3-((2-(Cyclohexylmethyl)-1H-imidazol-1-yl)methyl)-4-methylphenyl)-3-(1,4-dimethyl-1H-benzo[d][1,2,3]triazol-5-yl)propanoic acid